C[C@@]12CCC[C@H]1[C@@H]1CC=C3C=CCC[C@]3(C)[C@H]1CC2 androsta-3,5-diene